ClC=1C(=C(C=C(C1)F)NC(=S)C=1C(NCCC1O)=O)OC N-(3-chloro-5-fluoro-2-methoxyphenyl)-4-hydroxy-2-oxo-1,2,5,6-tetrahydropyridine-3-carbothioic acid amide